OC(C(=O)OCNC(=O)OC(C)(C)C)C ((tert-Butoxycarbonyl) amino)-methyl 2-hydroxypropionate